2-[(6-chloro-3-thiazol-2-yl-4-quinolyl)amino]benzoic acid ClC=1C=C2C(=C(C=NC2=CC1)C=1SC=CN1)NC1=C(C(=O)O)C=CC=C1